tert-butyl 3-(4-(benzo[d]thiazol-5-ylamino) thieno[2,3-b]pyridin-2-yl)-2,5-dihydro-1H-pyrrole-1-carboxylate S1C=NC2=C1C=CC(=C2)NC2=C1C(=NC=C2)SC(=C1)C=1CN(CC1)C(=O)OC(C)(C)C